sulfonium perfluoro-1-butanesulfonate FC(C(C(C(F)(F)F)(F)F)(F)F)(S(=O)(=O)[O-])F.[SH3+]